CC1=C2C(C(=CN(C2=NC(=C1)N1CC(C1)C(=O)N1CC2(C1)OCCCC2)C2=NC=NS2)C(=O)O)=O 5-methyl-7-(3-{5-oxa-2-azaspiro[3.5]nonane-2-carbonyl}azetidin-1-yl)-4-oxo-1-(1,2,4-thiadiazol-5-yl)-1,4-dihydro-1,8-naphthyridine-3-carboxylic acid